COCCN1CCC(CC1)C1C=C2C(N=CN=C2)=NC1=O 6-[1-(2-methoxyethyl)piperidin-4-yl]pyrido[2,3-d]pyrimidin-7-one